C(C)(C)(C)OC(=O)N[C@@H](CS[Se]C1=C(C=CC=C1)N(C1=CC=CC=C1)S(=O)(=O)C1=CC=CC=C1)C(=O)O N-(tert-Butoxycarbonyl)-S-((2-(phenylsulfonylanilino)phenyl)seleno)-L-cysteine